7α,17β-dihydroxyandrost-4-en-3-one O[C@H]1[C@H]2[C@@H]3CC[C@@H]([C@@]3(C)CC[C@@H]2[C@]2(CCC(C=C2C1)=O)C)O